3-(4-(2,5-diazabicyclo[2.2.2]octan-2-yl)phenyl)piperidine-2,6-dione hydrochloride Cl.C12N(CC(NC1)CC2)C2=CC=C(C=C2)C2C(NC(CC2)=O)=O